5-bromo-3-(pyridin-4-yl)-1-((2-(trimethylsilyl)ethoxy)methyl)-1H-pyrazole-4-carbonitrile BrC1=C(C(=NN1COCC[Si](C)(C)C)C1=CC=NC=C1)C#N